tert-butyl (Z)-(4-((3-(azidomethyl)phenyl)thio)-3-fluorobut-2-en-1-yl)carbamate N(=[N+]=[N-])CC=1C=C(C=CC1)SC/C(=C/CNC(OC(C)(C)C)=O)/F